N-[4-(1-{[2-(trifluoromethoxy)phenyl]carbonyl}piperidin-4-yl)butyl]thieno[2,3-c]pyridine-2-carboxamide FC(OC1=C(C=CC=C1)C(=O)N1CCC(CC1)CCCCNC(=O)C1=CC=2C(=CN=CC2)S1)(F)F